[Zr].NCCC[Si](OCC)(OCC)OCC aminopropyltriethoxysilane zirconium